N1C=CC=2C1=NC=C(C2)OC2=C(C(=O)O)C=CC(=C2)Br.C(C)N2N=CC1=CC=C(C(=C21)OC)NC2=C(C(=O)NC([2H])([2H])[2H])C=CC(=N2)NC2=NC=C(C=C2)N2CCOCC2 ((1-ethyl-7-methoxy-1H-indazol-6-yl)amino)-N-(methyl-d3)-6-((5-morpholinylpyridin-2-yl)amino)nicotinamide ((1H-pyrrolo[2,3-b]pyridin-5-yl)oxy)-4-bromobenzoate